ClC1=CC(=C(C(=O)N2C[C@H](N(CC2)C2=CC=C(C(=C2C(=O)N[C@@H]2CNCC2)F)C=2C(=NC=CC2)OCC)CC)C=C1)C(F)(F)F 6-[(2R)-4-[4-chloro-2-(trifluoromethyl)benzoyl]-2-ethylpiperazin-1-yl]-3-(2-ethoxypyridin-3-yl)-2-fluoro-N-[(3S)-pyrrolidin-3-yl]benzamide